2-((4-((4-Cyclopropylnaphthalen-1-yl)amino)thieno[3,2-d]Pyrimidin-2-yl)thio)propanoic acid methyl ester COC(C(C)SC=1N=C(C2=C(N1)C=CS2)NC2=CC=C(C1=CC=CC=C21)C2CC2)=O